2-(2,4-dimethoxy-3-methylsulfanyl-phenyl)ethylamine COC1=C(C=CC(=C1SC)OC)CCN